ethyl 6-(N-(3-(1-((1s,3s)-adamantan-1-ylmethyl)-5-methyl-1H-pyrazol-4-yl)-6-((6-(benzo[d]thiazol-2-ylamino)-5-methylpyridazin-3-yl)(methyl)amino)picolinoyl)sulfamoyl)hexanoate C12(CC3CC(CC(C1)C3)C2)CN2N=CC(=C2C)C=2C(=NC(=CC2)N(C)C=2N=NC(=C(C2)C)NC=2SC3=C(N2)C=CC=C3)C(=O)NS(=O)(=O)CCCCCC(=O)OCC